C(C)(C)N1C(=NC2=NC=C(C=C21)C2=CNC1=NC=C(C=C12)C(=O)NC=1C=NN(C1)C1CCNCC1)C 3-(1-isopropyl-2-methyl-1H-imidazo[4,5-b]pyridin-6-yl)-N-(1-(piperidin-4-yl)-1H-pyrazol-4-yl)-1H-pyrrolo[2,3-b]pyridine-5-carboxamide